octyl salicylate (ethyl hexyl salicylate) C(C)C1=C(C(C(=O)O)=CC=C1)OCCCCCC.C(C=1C(O)=CC=CC1)(=O)OCCCCCCCC